FC1=C(C(=O)NC)C=CC=C1CN1C(C2=CC=C(C=C2C=C1)C=1C(=NOC1)C)=O 2-fluoro-N-methyl-3-((6-(3-methylisoxazol-4-yl)-1-oxoisoquinolin-2(1H)-yl)methyl)benzamide